2,4,5-trimethyl-2-hexene CC(C)=CC(C(C)C)C